vinylbenzyl-aminopropyl-trimethoxysilane hydrochloride Cl.C(=C)C(O[Si](OC)(OC)CCCN)CC1=CC=CC=C1